(3,4-dihydro-2H-pyrrol-5-yl)-1,3-dimethyl-1H-pyrazole hydrochloride Cl.N=1CCCC1C=1C(=NN(C1)C)C